N1C(=NC2=C1C=CC=C2)NC(CCN(C(C)=O)C)C2=CC(=CC=C2)C(F)(F)F (+)-N-{3-[(1H-1,3-benzodiazol-2-yl)amino]-3-[3-(trifluoromethyl)phenyl]propyl}-N-methylacetamide